7-(6-(2-hydroxypropan-2-yl)pyridin-3-yl)-1-((trans)-4-methoxycyclohexyl)-3,4-dihydropyrazino[2,3-b]pyrazin-2(1H)-one OC(C)(C)C1=CC=C(C=N1)C1=CN=C2C(=N1)N(C(CN2)=O)[C@@H]2CC[C@H](CC2)OC